3-Isopropoxy-6,6-dimethyl-8-((2R,3R)-2,3,4-trihydroxy-butoxy)-6H-benzo[b]naphtho[2,3-d]furan-11-one C(C)(C)OC=1C=CC2=C(OC3=C2C(C2=CC=C(C=C2C3(C)C)OC[C@H]([C@@H](CO)O)O)=O)C1